BrC1=CC=2N(C3=CC(=CC=C3OC2C=C1)C=1C=C2C=CNC2=CC1)CCN1CCOCC1 2-bromo-8-(1H-indol-5-yl)-10-[2-(morpholin-4-yl)ethyl]phenoxazine